ClC1=C(C(=C(C=C1OC)OC)Cl)C1=CC2=C(N=C(N=C2)S(=O)C)N(C1=O)CCC1NCC1[NH+](C)[O-] 2-(6-(2,6-dichloro-3,5-dimethoxyphenyl)-2-(methylsulfinyl)-7-oxopyrido[2,3-d]pyrimidin-8(7H)-yl-ethyl)-N-methylazetidin-3-amine oxide